C(C)C(C(=O)O)(CCCCCCC)CC diethyl-nonanoic acid